3-((8-(4-((trimethylsilyl)ethynyl)phenyl)octyl)oxy)propyl hydrogen ((((R)-1-(6-amino-9H-purin-9-yl)propan-2-yl)oxy)methyl)phosphonate NC1=C2N=CN(C2=NC=N1)C[C@@H](C)OCP(OCCCOCCCCCCCCC1=CC=C(C=C1)C#C[Si](C)(C)C)(O)=O